(2R,3S,4S,5R)-4-[[3-(3,4-difluoro-2-methoxy-phenyl)-4-ethyl-5-methyl-5-(trifluoromethyl)tetrahydrofuran-2-carbonyl]amino]pyridine-2-carboxamide FC=1C(=C(C=CC1F)[C@H]1[C@@H](O[C@]([C@H]1CC)(C(F)(F)F)C)C(=O)NC1=CC(=NC=C1)C(=O)N)OC